C(C)[Sn](C)CC Bis(ethyl)methyl-tin